CC1(OC=2C=C(C=C(C2C2C1CCC(=C2)C)O)CCC2=CC=CC=C2)C 6,6,9-Trimethyl-3-(2-phenylethyl)-6a,7,8,10a-tetrahydrobenzo[c]chromen-1-ol